OCC1NC(OC1)=O 4-Hydroxymethyl-2-oxazolidinone